NC1=NC2=C(C=3N1N=C(N3)C=3OC=CC3)SC(N2CCN2CCN(CC2)C2=C(C=C(C(=C2)O[C@@H]2C(NCC2)=O)F)F)=O (S)-5-amino-3-(2-(4-(2,4-difluoro-5-((2-oxopyrrolidin-3-yl)oxy)phenyl)piperazin-1-yl)ethyl)-8-(furan-2-yl)thiazolo[5,4-e][1,2,4]triazolo[1,5-c]pyrimidin-2(3H)-one